4-((2R,3S,4S,5S)-4-(acetamidomethyl)-3-(3-chloro-2-fluorophenyl)-4-(4-chloro-2-fluorophenyl)-5-neopentylpyrrolidine-2-carboxamido)-3-methoxybenzoic acid C(C)(=O)NC[C@]1([C@H]([C@@H](N[C@H]1CC(C)(C)C)C(=O)NC1=C(C=C(C(=O)O)C=C1)OC)C1=C(C(=CC=C1)Cl)F)C1=C(C=C(C=C1)Cl)F